C(CCCCCCC\C=C/C\C=C/CCCCC)(=O)OCC(COC(CCCCCCC\C=C/C\C=C/CCCCC)=O)(COC(CCCCCCC\C=C/C\C=C/CCCCC)=O)CO pentaerythritol trilinoleate